ClC=1C=C2C(=NC(N3C2=C(C1)S(C[C@H](C3)OC)C3=CC=C(C=C3)F)=O)N3C[C@@H](N[C@@H](C3)C)C (R)-10-chloro-8-((3S,5R)-3,5-dimethylpiperazin-1-yl)-l-1-(4-fluorophenyl)-3-methoxy-3,4-dihydro-2H,6H-[1,4]thiazepino[2,3,4-ij]quinazolin-6-one